((2R,6S)-2,6-dimethyl-piperazin-1-yl)(6a-ethyl-2-(3-fluoro-2-hydroxy-phenyl)-5,6,6a,7,9,10-hexahydro-8H-pyrazino[1',2':4,5]pyrazino[2,3-c]pyridazin-8-yl)meth-anone C[C@H]1N([C@H](CNC1)C)C(=O)N1CC2(N(C=3C(=NN=C(C3)C3=C(C(=CC=C3)F)O)NC2)CC1)CC